ClC1=CC(=C(C=C1)COC1=NC=2CN(CCC2C=C1F)CC1=NC2=C(N1C[C@H]1OCC1)C=C(C=C2)C(=O)O)F 2-({2-[(4-Chloro-2-fluorophenyl)methoxy]-3-fluoro-5,6,7,8-tetrahydro-1,7-naphthyridin-7-yl}methyl)-1-{[(2S)-oxetan-2-yl]methyl}-1H-1,3-benzodiazole-6-carboxylic acid